N=1C=NN2C1C=CC(=C2)C(=O)N [1,2,4]triazolo[1,5-a]pyridine-6-carboxamide